4-fluoro-3-(piperazin-1-yl)benzonitrile hydrochloride Cl.FC1=C(C=C(C#N)C=C1)N1CCNCC1